2-((((9H-Fluoren-9-yl)methoxy)carbonyl)(methyl)amino)-4-(3,4-dimethoxyphenyl)butanoic acid C1=CC=CC=2C3=CC=CC=C3C(C12)COC(=O)N(C(C(=O)O)CCC1=CC(=C(C=C1)OC)OC)C